(R)-4-(2-hydroxypropoxy)-benzonitrile O[C@@H](COC1=CC=C(C#N)C=C1)C